methyl 2-[1-[3,6-dimethyl-4-oxo-2-(4-piperidyl)quinazolin-8-yl]ethylamino]benzoate CN1C(=NC2=C(C=C(C=C2C1=O)C)C(C)NC1=C(C(=O)OC)C=CC=C1)C1CCNCC1